(E)-2-(2-(4-hydroxybut-2-enoyl)-2,6-diazaspiro[3.4]octan-6-yl)-7,7-dimethyl-4-(5-methyl-1-(tetrahydro-2H-pyran-2-yl)-1H-indazol-4-yl)-5,6,7,8-tetrahydroquinoline-3-carbonitrile OC/C=C/C(=O)N1CC2(C1)CN(CC2)C2=NC=1CC(CCC1C(=C2C#N)C2=C1C=NN(C1=CC=C2C)C2OCCCC2)(C)C